[Na+].O[C@@H](CC(=O)[O-])C R-beta-hydroxybutyrate sodium salt